[Na].[Na].[Na].N1[C@@H](CCC1)C(=O)N[C@@H](C(C)C)C(=O)O L-prolyl-L-valine trisodium